5-(2-chloro-4-phenoxybenzoyl)-7H-pyrrolo[2,3-d]pyrimidine ClC1=C(C(=O)C2=CNC=3N=CN=CC32)C=CC(=C1)OC1=CC=CC=C1